(Z)-bis((9H-Fluoren-9-yl)methyl) (4-((tert-butyldiphenylsilyl)oxy)-3-fluorobut-2-en-1-yl) phosphate P(=O)(OCC1C2=CC=CC=C2C=2C=CC=CC12)(OCC1C2=CC=CC=C2C=2C=CC=CC12)OCC=C(CO[Si](C1=CC=CC=C1)(C1=CC=CC=C1)C(C)(C)C)F